6-[(5-cyclopropyl-3-methyl-pyrazol-1-yl)methyl]-2-azaspiro[3.3]heptane C1(CC1)C1=CC(=NN1CC1CC2(CNC2)C1)C